C1(CC1)CC=1N(C(=CC1C=1SC(=C(N1)C(=O)O)C([2H])([2H])[2H])C1=CC(=CC=C1)C#CC1CC(C1)(F)F)CC1=CC(=C(C=C1)S(N)(=O)=O)F 2-(2-(cyclopropylmethyl)-5-(3-((3,3-difluorocyclobutyl)ethynyl)phenyl)-1-(3-fluoro-4-sulfamoylbenzyl)-1H-pyrrol-3-yl)-5-(methyl-d3)thiazole-4-carboxylic acid